N-{[6-({[(2,2-difluorocyclopropyl)methyl]amino}methyl)imidazo[1,2-a]pyridin-2-yl]methyl}-4-oxo-4H-pyrido[1,2-a]pyrimidine-2-carboxamide FC1(C(C1)CNCC=1C=CC=2N(C1)C=C(N2)CNC(=O)C=2N=C1N(C(C2)=O)C=CC=C1)F